4-(1H-indol-4-yl)-1,4,7,8,9,10-hexahydrobenzo[f]quinoxaline-2,3-dione N1C=CC2=C(C=CC=C12)N1C(C(NC=2C3=C(C=CC12)CCCC3)=O)=O